N-(3-Cyano-5-(cyclohexylmethyl)-4,5,6,7-tetrahydrothieno[3,2-c]pyridin-2-yl)-2-(2-methoxy-4-sulfamoylphenyl)acetamid C(#N)C1=C(SC2=C1CN(CC2)CC2CCCCC2)NC(CC2=C(C=C(C=C2)S(N)(=O)=O)OC)=O